(2,3-dihydrofuro[3,2-b]pyridin-5-yl)methanol O1CCC2=NC(=CC=C21)CO